3-(8-(2,6-diazaspiro[3.3]hept-2-yl)-2,3-dihydro-4H-benzo[b][1,4]oxazin-4-yl)piperidine-2,6-dione C1N(CC12CNC2)C2=CC=CC1=C2OCCN1C1C(NC(CC1)=O)=O